pyridin-2,4-diamine N1=C(C=C(C=C1)N)N